O1CCC(C=C1)C1=C(C=C(C=C1)N)C=1N=NN(N1)C(C1=CC=CC=C1)(C1=CC=CC=C1)C1=CC=CC=C1 4-(3,4-dihydro-2H-pyran-4-yl)-3-(2-trityl-2H-tetrazol-5-yl)phenylamine